CN1N=C(C=2N=C(N=C(C21)NC(=O)C=2SC(=CC2)[N+](=O)[O-])C2=CC=C(C=C2)OC(F)(F)F)CCC N-(1-methyl-3-propyl-5-(4-(trifluoromethoxy)phenyl)-1H-pyrazolo[4,3-d]pyrimidin-7-yl)-5-nitrothiophene-2-carboxamide